FC(C=1N=C(OC1C(=O)N1[C@H](C2=C(CC1)NC=N2)C2=NN1C(C(=CC=C1)F)=C2)C2=NC=CC=C2)F (R)-(4-(difluoromethyl)-2-(pyridin-2-yl)oxazol-5-yl)(4-(4-fluoropyrazolo[1,5-a]pyridin-2-yl)-6,7-dihydro-1H-imidazo[4,5-c]pyridin-5(4H)-yl)methanone